CN1N=CC2=CC=CC(=C12)NS(=O)(=O)C=1C=NC(=CC1)C1=CN=C(S1)N1CCOCC1 N-(1-METHYL-1H-INDAZOL-7-YL)-6-(2-MORPHOLINOTHIAZOL-5-YL)PYRIDINE-3-SULFONAMIDE